1-(7-(2,5-difluorophenoxy)-3,4-dihydroisoquinolin-2(1H)-yl)prop-2-en-1-one FC1=C(OC2=CC=C3CCN(CC3=C2)C(C=C)=O)C=C(C=C1)F